methyl N-[[5-[1-(2,6-difluoro-4-hydroxyphenyl)-1H-pyrazol-3-yl]-2-methylphenyl]methyl]carbamate FC1=C(C(=CC(=C1)O)F)N1N=C(C=C1)C=1C=CC(=C(C1)CNC(OC)=O)C